FC1=C(C=C2C=CN(C(C2=C1)=O)CCCC(C)(C)NC(OC(C)(C)C)=O)B1OC(C(O1)(C)C)(C)C tert-butyl (5-(7-fluoro-1-oxo-6-(4,4,5,5-tetramethyl-1,3,2-dioxaborolan-2-yl)isoquinolin-2(1H)-yl)-2-methylpentan-2-yl)carbamate